ClC=1C=C(C=C(C1F)F)C=1N=NNC1 4-(3-chloro-4,5-difluorophenyl)-1H-1,2,3-triazol